C(C)(C)(C)OC(=O)N1C[C@H](CC1)O (S)-1-(tert-butoxycarbonyl)-3-hydroxypyrrolidine